4-[[2-[2-Fluoro-5-hydroxy-4-(2-hydroxy-1,1-dimethyl-ethyl)phenyl]acetyl]amino]-N-[1-(trifluoromethyl)cyclopropyl]pyridine-2-carboxamide FC1=C(C=C(C(=C1)C(CO)(C)C)O)CC(=O)NC1=CC(=NC=C1)C(=O)NC1(CC1)C(F)(F)F